1-(Bromomethyl)-4-((2-methoxyethyl)sulfonyl)benzene BrCC1=CC=C(C=C1)S(=O)(=O)CCOC